FC1=C2C=C(NC2=C(C=C1)F)C(=O)N1[C@H]2CC([C@@H]([C@@H]1C(=O)N[C@@H](C[C@@H]1C(NCC1)=O)\C=C(\S(=O)(=O)C)/F)CC2)(F)F (1R,3R,4R)-2-(4,7-difluoro-1H-indole-2-carbonyl)-5,5-difluoro-N-((S,E)-4-fluoro-4-(methylsulfonyl)-1-((R)-2-oxopyrrolidin-3-yl)but-3-en-2-yl)-2-azabicyclo[2.2.2]octane-3-carboxamide